tert-hexyl alcohol C(C)(C)(CCC)O